N-(2,4-dimethoxybenzyl)-N-[(2R,4R)-2-methyltetrahydro-2H-pyran-4-yl]-3-nitro-6-(trifluoromethyl)quinolin-4-amine COC1=C(CN(C2=C(C=NC3=CC=C(C=C23)C(F)(F)F)[N+](=O)[O-])[C@H]2C[C@H](OCC2)C)C=CC(=C1)OC